C(C1=CC=CC=C1)(=O)O.FC1=CC=C(C=C1)[C@@]1(CCOC2(CCCC2)C1)CCNCC1=C(C=CC=C1)C1=CC=NC=C1 (R)-2-(9-(4-fluorophenyl)-6-oxaspiro[4.5]decan-9-yl)-N-(2-(pyridin-4-yl)benzyl)ethylamine monobenzoate